5-chloro-1-(tetrahydro-2H-pyran-4-yl)-1H-pyrazolo[4,3-b]pyridine ClC1=CC=C2C(=N1)C=NN2C2CCOCC2